COC1=C(C=CC(=C1)C=1CCNCC1)C1=NOC(=C1)NC=1N=CC(=NC1)C#N 5-(3-(2-methoxy-4-(1,2,3,6-tetrahydropyridin-4-yl)phenyl)isoxazol-5-ylamino)pyrazine-2-carbonitrile